3-(2,6-dichlorophenyl)-8-(1-(1-methylpiperidin-4-yl)-1H-pyrazol-4-yl)-3,7-dihydro-4H-pyrrolo[3',2':5,6]pyrido[4,3-d]pyrimidin-4-one ClC1=C(C(=CC=C1)Cl)N1C=NC2=C(C1=O)C=NC1=C2C=C(N1)C=1C=NN(C1)C1CCN(CC1)C